p-ethyl-benzeneethanesulfonic acid C(C)C1=CC=C(C=C1)CCS(=O)(=O)O